methyl (1aR,5aS,6aR)-4-methylenehexahydrocyclopropa[b]pyrrolizine-5a(3H)-carboxylate C=C1CN2[C@H]3[C@@H](C[C@]2(C1)C(=O)OC)C3